ClC=1C(=NC(=CC1)N1N=NN=C1CN(CCO)C1CCCCC1)C#N 3-chloro-6-(5-((cyclohexyl(2-hydroxyethyl)amino)methyl)-1H-tetrazol-1-yl)picolinonitrile